SCCCCCCCCCCC[Si](OC)(OC)OC 11-mercaptoundecyl-trimethoxysilane